6-(2-methyl-1-oxo-3,4-dihydroisoquinolin-7-yl)-7-oxo-2-(2-trimethylsilylethoxymethyl)-4,5-dihydropyrazolo[3,4-C]pyridine-3-carboxylic acid ethyl ester C(C)OC(=O)C=1N(N=C2C(N(CCC21)C2=CC=C1CCN(C(C1=C2)=O)C)=O)COCC[Si](C)(C)C